C(C1=CC=CC=C1)OC(=O)NCC1=C(C=NN1C)C1=NC=C(C(=N1)C)OC1CCCCC1 (1S,3S)-3-((2-(5-((((Benzyloxy)carbonyl)amino)methyl)-1-methyl-1H-pyrazol-4-yl)-4-methylpyrimidin-5-yl)oxy)cyclohexan